FC(C(=O)[O-])(F)F.N1N=CC(=C1)C1=CC(=C(CN(C(=O)[C@H]2CN(CCC2)C=2C=C(OC(C(=O)N3CC[NH2+]CC3)(C)C)C=CC2)C2CC2)C=C1)OC(F)(F)F (R)-4-(2-(3-(3-((4-(1H-pyrazol-4-yl)-2-(trifluoromethoxy)benzyl)(cyclopropyl)carbamoyl)piperidin-1-yl)phenoxy)-2-methylpropanoyl)piperazin-1-ium 2,2,2-trifluoroacetate